C1(=CC=CC=C1)CC(=O)OCCC1CCN(CC1)CC(=O)N1CCN(CC1)C(CN1CCC(CC1)CCOC(CC1=CC=CC=C1)=O)=O ((piperazine-1,4-diylbis(2-oxoethane-2,1-diyl))bis(piperidine-1,4-diyl))bis(ethane-2,1-diyl) bis(2-phenylacetate)